tert-butyl ((1-(phenyl sulfonyl)-1H-indol-3-yl)sulfonyl)carbamate C1(=CC=CC=C1)S(=O)(=O)N1C=C(C2=CC=CC=C12)S(=O)(=O)NC(OC(C)(C)C)=O